C1(=CC=CC2=CC=CC=C12)C#N 1-naphthalonitrile